1,4-bis(pyren-1-yl)benzene C1(=CC=C2C=CC3=CC=CC4=CC=C1C2=C34)C3=CC=C(C=C3)C3=CC=C4C=CC2=CC=CC1=CC=C3C4=C21